FC=1C=C(C=CC1F)C1CC2=C(NN=C2C(=O)O)CO1 5-(3,4-difluorophenyl)-1,4,5,7-tetrahydropyrano[3,4-c]pyrazole-3-carboxylic acid